1-methyl-4-(4,4,5,5-tetra-methyl-1,3,2-dioxaborolan-2-yl)-1,2,3,6-tetrahydropyridine CN1CCC(=CC1)B1OC(C(O1)(C)C)(C)C